C(C)OC(CC1=C(C=CC(=C1)F)OC)=O (5-fluoro-2-methoxy-phenyl)acetic acid ethyl ester